tert-butyl 8-oxo-3-azabicyclo[3.2.1]octane-3-carboxylate O=C1C2CN(CC1CC2)C(=O)OC(C)(C)C